methyl 2-(2-{2-[4-(5-fluoro-1-methylindazol-6-yl)pyrazolo[4,3-c]pyridin-1-yl]acetamido}acetamido)acetate FC=1C=C2C=NN(C2=CC1C1=NC=CC2=C1C=NN2CC(=O)NCC(=O)NCC(=O)OC)C